(1-(4-isopropyl-5-(5-(methoxymethyl)-4H-1,2,4-triazol-3-yl)-2-methylbenzoyl)piperidin-4-yl)benzonitrile C(C)(C)C1=CC(=C(C(=O)N2CCC(CC2)C2=C(C#N)C=CC=C2)C=C1C1=NN=C(N1)COC)C